C(C)(C)(C)C1=NC(=C(C(=O)NC2C3=CC=C(C=C3OC=3C=C(C=CC23)C)C)C=C1)Cl 6-(tert-butyl)-2-chloro-N-(3,6-dimethyl-9H-xanthen-9-yl)nicotinamide